4-methoxy-3-methyl-benzenesulfonamide COC1=C(C=C(C=C1)S(=O)(=O)N)C